CSC1=CC=C(C=CC2=NC=NC=N2)C=C1 2-(4-methylthiostyryl)-1,3,5-triazine